C(=O)(C(F)(F)F)NC(=O)C(F)(F)F Bistrifluoroacetamide